7-(6-(1-(cyclopropyl-(4-fluorophenyl)-methyl)-1H-pyrazol-4-yl)pyrazin-2-yl)-[1,2,4]triazolo[1,5-a]pyridin-2-amine C1(CC1)C(N1N=CC(=C1)C1=CN=CC(=N1)C1=CC=2N(C=C1)N=C(N2)N)C2=CC=C(C=C2)F